BrC1=C(C=C(C=C1OC)O)C(\C=C\C1=CC(=C(C=C1)O)OC)=O 1-(2-bromo-3-methoxy-5-hydroxyphenyl)-3-(3-methoxy-4-hydroxyphenyl)-(2E)-2-propen-1-one